(4,4,5,5-tetramethyl-1,3,2-dioxaborolan-2-yl)-3',6'-dihydro-[2,4'-bipyridine]-1'(2'H)-carboxylic acid tert-butyl ester C(C)(C)(C)OC(=O)N1CCC(=CC1)C1=NC=CC=C1B1OC(C(O1)(C)C)(C)C